C1CC(=O)N(C1=O)OC(=O)CI N-hydroxysuccinimidyl iodoacetate